methyl (2-((S)-1-(2,3-difluorobenzyl)-5-thioxopyrrolidin-2-yl)acetyl)-L-valinate FC1=C(CN2[C@@H](CCC2=S)CC(=O)N[C@@H](C(C)C)C(=O)OC)C=CC=C1F